(S)-ethyl 8-(2-amino-6-((R)-1-(4-chloro-[1,1'-biphenyl]-2-yl)-2,2,2-trifluoroethoxy)pyrimidin-4-yl)-2,8-diazaspiro[4.5]decane-3-carboxylate NC1=NC(=CC(=N1)N1CCC2(C[C@H](NC2)C(=O)OCC)CC1)O[C@@H](C(F)(F)F)C1=C(C=CC(=C1)Cl)C1=CC=CC=C1